BrC1=C(C=C(C=C1)F)OCC#C 1-bromo-4-fluoro-2-(prop-2-yn-1-yloxy)benzene